C(C)(C)(C)OP(=O)(OC(C)(C)C)C1=C(C=CC=C1)C1=C(C=C(C=C1C(C)C)C(C)C)C(C)C 2-di-tert-butylphosphono-2',4',6'-triisopropylbiphenyl